NC1=NC=2C=CC(=CC2C2=C1[C@H](OC2)C)C(=O)N(C)CC2=NC=C(C=C2)C2CC2 (3R)-4-amino-N-((5-cyclopropyl-2-pyridinyl)methyl)-N,3-dimethyl-1,3-dihydrofuro[3,4-c]quinoline-8-carboxamide